5-(3-methoxyphenyl)-3-((3-(4-(piperidin-1-ylmethyl)styryl)-1H-indazol-6-yl)methylene)pyrrolidin-2-one COC=1C=C(C=CC1)C1CC(C(N1)=O)=CC1=CC=C2C(=NNC2=C1)C=CC1=CC=C(C=C1)CN1CCCCC1